CCCCCCCC/C=C\CCCCCCCCCC(=O)OC[C@H](COP(=O)(O)OC[C@H](CO)O)OC(=O)CCCCCC/C=C\C/C=C\C/C=C\CCCCC 1-(11Z-eicosenoyl)-2-(8Z,11Z,14Z-eicosatrienoyl)-glycero-3-phospho-(1'-sn-glycerol)